3-((1-acetylazetidin-3-yl)methyl)-1-(5-chloro-3-fluoropyridin-2-yl)-4-(4-chlorobenzyl)piperazine-2,5-dione C(C)(=O)N1CC(C1)CC1C(N(CC(N1CC1=CC=C(C=C1)Cl)=O)C1=NC=C(C=C1F)Cl)=O